ClC=1C=C(CNC2=NC(=NC3=CC=C(C=C23)C=2C(=NOC2C)C)C=2C(=NOC2C)C)C=CC1 N-(3-chlorobenzyl)-2,6-bis(3,5-dimethylisoxazol-4-yl)quinazolin-4-amine